tert-butyl (3S,4S)-3-fluoro-4-(tosyloxy)pyrrolidine-1-carboxylate F[C@H]1CN(C[C@@H]1OS(=O)(=O)C1=CC=C(C)C=C1)C(=O)OC(C)(C)C